COC(=O)C=1C=C2C=CN(C2=CC1)CC1=C(C=CC=C1Cl)Cl 1-(2,6-dichlorobenzyl)-1H-indole-5-carboxylic acid methyl ester